3-fluoro-propyl-4-(trifluoromethyl)-phenylboronic acid FCCCC1=C(C=CC(=C1)C(F)(F)F)B(O)O